FC=1C(=CC=C2C(=NC(=NC12)OC[C@H]1N(CCC1)C)N1C[C@H]2CC[C@@H](C1)N2S(=O)(=O)N[C@H]2CNCC2)C2=CC(=CC1=CC=CC=C21)O (1R,5S)-3-(8-fluoro-7-(3-hydroxynaphthalen-1-yl)-2-(((S)-1-methylpyrrolidin-2-yl)methoxy)quinazolin-4-yl)-N-((R)-pyrrolidin-3-yl)-3,8-diazabicyclo[3.2.1]octane-8-sulfonamide